4-[3,5-bis(9H-carbazole-9-yl)phenyl]-2-phenyl-6-(biphenyl-4-yl)pyrimidine copper-ruthenium-cobalt-palladium-manganese [Mn].[Pd].[Co].[Ru].[Cu].C1=CC=CC=2C3=CC=CC=C3N(C12)C=1C=C(C=C(C1)N1C2=CC=CC=C2C=2C=CC=CC12)C1=NC(=NC(=C1)C1=CC=C(C=C1)C1=CC=CC=C1)C1=CC=CC=C1